O1C(=NC2=C1C=CC=C2)C=2SC(=CC2)C=2OC1=C(N2)C=CC=C1 2,5-bis(benzoxazol-2-yl)thiophene